C(O)([O-])=O.[Fe+2].C(O)([O-])=O ferrous hydrogencarbonate